O1CCOC2=C1C=CC=C2C2=NC(=NC=N2)NC=2C=C(C=CC2)CS(=O)(C)=NC(OCC)=O ethyl {[(3-{[4-(2,3-dihydro-1,4-benzodioxin-5-yl)-1,3,5-triazin-2-yl]amino}phenyl)methyl] (methyl)oxo-λ6-sulfanylidene}carbamate